2'-[(4-benzyl-1,4,8-triazacycloundecane-1,8-diyl)bis(methylene)]bis[6-(aminomethyl)-4-methylphenol] C(C1=CC=CC=C1)N1CCN(CCCN(CCC1)CC1=C(C(=CC(=C1)C)CN)O)CC1=C(C(=CC(=C1)C)CN)O